(2S)-2-[[(4Z)-4-(1,3-benzothiazol-6-ylmethylene)-5-oxo-1H-imidazol-2-yl]amino]-3-phenyl-propionic acid methyl ester COC([C@H](CC1=CC=CC=C1)NC=1NC(/C(/N1)=C/C1=CC2=C(N=CS2)C=C1)=O)=O